CN(CCOCCCN)C 3-(2-(dimethylamino)ethoxy)propylamine